9-fluoro-3-methyl-10-(methyl-(piperidin-3-yl)amino)-2H-[1,4]oxazino[2,3,4-ij]quinolin-7(3H)-one hydrochloride Cl.FC=1C=C2C(C=CN3C2=C(C1N(C1CNCCC1)C)OCC3C)=O